BrC1=C(C=CC=C1)C1NCC(CC1)C(F)(F)F 2-(2-bromophenyl)-5-(trifluoromethyl)piperidine